(3R)-1-(7-(8-chloro-3-hydroxynaphthalen-1-yl)-6,8-difluoro-2-((1-((4-methoxypiperidin-1-yl)methyl)cyclopropyl)methoxy)quinazolin-4-yl)-3-methylpiperidin-3-ol ClC=1C=CC=C2C=C(C=C(C12)C1=C(C=C2C(=NC(=NC2=C1F)OCC1(CC1)CN1CCC(CC1)OC)N1C[C@@](CCC1)(O)C)F)O